F[C@H]1CC[C@]2(CCC[C@@H]1N2)C (1R,3R,4S,5S)-4-fluoro-1-methyl-9-azabicyclo[3.3.1]nonan